[Cl-].C(CC)[N+](CC1=CC=CC=C1)(C)C propyldimethylbenzyl-ammonium chloride